Benzyl (4-(1-(1-benzylpiperidin-4-yl)-4-(4-fluorophenyl)-1H-imidazol-5-yl)pyrimidin-2-yl)carbamate C(C1=CC=CC=C1)N1CCC(CC1)N1C=NC(=C1C1=NC(=NC=C1)NC(OCC1=CC=CC=C1)=O)C1=CC=C(C=C1)F